4-((2-(4-(4-Chlorophenoxy)phenyl)hydrazino)methyl)phenol ClC1=CC=C(OC2=CC=C(C=C2)NNCC2=CC=C(C=C2)O)C=C1